6,11-bis-((triisopropylsilyl)ethynyl)tetracene C(C)(C)[Si](C(C)C)(C(C)C)C#CC1=C2C=C3C=CC=CC3=CC2=C(C2=CC=CC=C12)C#C[Si](C(C)C)(C(C)C)C(C)C